tert-Butyl 4-(6-cyclopropyl-2-((1,3-dioxoisoindolin-2-yl)methyl)imidazo[1,2-a]pyridin-8-yl)piperazine-1-carboxylate C1(CC1)C=1C=C(C=2N(C1)C=C(N2)CN2C(C1=CC=CC=C1C2=O)=O)N2CCN(CC2)C(=O)OC(C)(C)C